N1NC(N2C1=CNCC2)=O tetrahydro-[1,2,4]triazolo[4,3-a]pyrazin-3(2H)-one